4-(4-methylmorpholine-3-carbonyl)piperazin tert-butyl-7-((3-(2,6-bis(benzyloxy)pyridin-3-yl)-1-methyl-1H-indazol-7-yl)amino)-6-methyl-2-azaspiro[3.5]nonane-2-carboxylate C(C)(C)(C)OC(=O)N1CC2(C1)CC(C(CC2)NC=2C=CC=C1C(=NN(C21)C)C=2C(=NC(=CC2)OCC2=CC=CC=C2)OCC2=CC=CC=C2)C.CN2C(COCC2)C(=O)N2CCNCC2